4-(6-bromo-4-hydroxy-2-methylindazol-3-yl)-2-(difluoromethoxy)-6-methoxybenzamide BrC=1C=C(C2=C(N(N=C2C1)C)C1=CC(=C(C(=O)N)C(=C1)OC)OC(F)F)O